((3ar,5r,6ar)-6-(benzyloxy)-5-((S)-2,2-dimethyl-1,3-dioxol-4-yl)-2,2-dimethyltetrahydrofurano[2,3-d][1,3]dioxol-6-yl)methanol C(C1=CC=CC=C1)OC1([C@H](O[C@@H]2OC(O[C@@H]21)(C)C)C=2OC(OC2)(C)C)CO